3-phenylpropionamide C1(=CC=CC=C1)CCC(=O)N